ClC1=C(C=CC=C1)S(=O)(=O)NC1=C(C=C(C=C1)C=1C=C2C=NC(=NC2=C(C1)CC)NC1CCC(CC1)NC(C)=O)F N-((1r,4r)-4-((6-(4-((2-chlorophenyl)sulfonamido)-3-fluorophenyl)-8-ethylquinazolin-2-yl)amino)cyclohexyl)acetamide